BrC=1C=C(C=CC1)C[C@@H](C(=O)O)N(C)C(=O)OCC1C2=CC=CC=C2C=2C=CC=CC12 (2S)-3-(3-bromophenyl)-2-[9H-fluoren-9-ylmethoxycarbonyl-(methyl)amino]propanoic acid